6-methyl-N-(1-methyl-1H-pyrazol-5-yl)-4-[(1-methylcyclopropyl)amino]furo[2,3-d]pyrimidine-5-carboxamide CC1=C(C2=C(N=CN=C2NC2(CC2)C)O1)C(=O)NC1=CC=NN1C